CC=CCC penta-2-ene